ClC=1C(=NC=C(C1)C1=CC=NC2=CC=CC=C12)OC[C@](CC(C)C)(N)C (S)-1-((3-chloro-5-(quinolin-4-yl)pyridin-2-yl)oxy)-2,4-dimethylpentan-2-amine